2-amino-1-phenyl-ethanol (±)-Ethyl-3-(2-chloro-4-(4-(3-chlorophenyl)-trans-2,3-dimethylpiperazine-1-carbonyl)phenyl)-3-oxopropanoate C(C)[C@@H](C(=O)OC(CN)C1=CC=CC=C1)C(=O)C1=C(C=C(C=C1)C(=O)N1[C@H]([C@@H](N(CC1)C1=CC(=CC=C1)Cl)C)C)Cl |&1:2|